4-methyl-5-nitropyridinecarboxylic acid methyl ester COC(=O)C1=NC=C(C(=C1)C)[N+](=O)[O-]